(1R,5S,6r)-6-[hydroxy(2-pyridinyl)methyl]-3-azabicyclo[3.1.0]Hexane-3-carboxylic acid tert-butyl ester C(C)(C)(C)OC(=O)N1C[C@H]2C([C@H]2C1)C(C1=NC=CC=C1)O